C(C1=CC=CC=C1)N1[C@@H](CN[C@H](C1)C)CC (2r,5s)-1-benzyl-2-ethyl-5-methylpiperazine